CNC(=O)C=1C(N(C(=CC1)N1CCN(CC1)CC1=CC=C2C(N(C(NC2=C1)=O)C)=S)C)=O N,1-dimethyl-6-(4-((3-methyl-2-oxo-4-thioxo-1,2,3,4-tetrahydroquinazolin-7-yl)methyl)piperazin-1-yl)-2-oxo-1,2-dihydropyridine-3-carboxamide